3-chloro-5-(8-(1,3-dimethyl-2-oxo-2,3-dihydro-1H-benzo[d]imidazol-5-yl)isoquinolin-3-yl)-N-(3-(3-(2,6-dioxopiperidin-3-yl)benzofuran-5-yl)prop-2-yn-1-yl)picolinamide ClC=1C(=NC=C(C1)C=1N=CC2=C(C=CC=C2C1)C1=CC2=C(N(C(N2C)=O)C)C=C1)C(=O)NCC#CC=1C=CC2=C(C(=CO2)C2C(NC(CC2)=O)=O)C1